ClC=1C(=NC(=C(C1N)F)C1=C(C(=C(C=C1)Cl)OC)F)C=1OC(=CN1)OC 3-chloro-6-(4-chloro-2-fluoro-3-methoxyphenyl)-5-fluoro-2-(5-methoxyoxazol-2-yl)pyridin-4-amine